C(CC)OCC#CC(O)(O)OCCC dipropoxybutynediol